CC1=C(C=C(C(=C1)N1CC=CC=C1)C)C1=CC=C2C=CC3=CC=CC4=CC=C1C2=C34 1-(2,5-dimethyl-4-(1-pyridyl)phenyl)pyrene